5-(3-(2-cyclopropyloxazol-5-yl)-2-fluoro-6-hydroxyphenyl)-1,2,5-thiadiazolidin-3-one 1,1-dioxide C1(CC1)C=1OC(=CN1)C=1C(=C(C(=CC1)O)N1CC(NS1(=O)=O)=O)F